8-octylphenol CCCCCCCCC1=C(C=CC=C1)O